ClC1=C(C=C(OCC(=O)NC23CC(C2)(C3)NC(=O)[C@H]3C[C@H](C2=NC(=CC=C2O3)OC)O)C=C1)F |r| rac-(2R,4R)-N-{3-[2-(4-chloro-3-fluorophenoxy)acetamido]bicyclo[1.1.1]pentan-1-yl}-4-hydroxy-6-methoxy-3,4-dihydro-2H-pyrano[3,2-b]pyridine-2-carboxamide